(Z)-11-hexadecen-1-yl-acetate C(CCCCCCCCC\C=C/CCCC)CC(=O)[O-]